OCNC (hydroxymethyl)aminomethane